O[C@H]1C[C@@H](O[C@@H]1CO)N1C2=NC=NC(=C2NC1=O)NC(C1=CC=CC=C1)=O N-(9-((2R,4S,5R)-4-hydroxy-5-(hydroxymethyl)tetrahydrofuran-2-yl)-8-oxo-8,9-dihydro-7H-purin-6-yl)benzamide